N1N=CC2=CC(=CC=C12)C=O Z-indazole-5-carbaldehyde